Cl.Cl.O1CC(CC1)NC=1C=C2CCNC2=CC1 N-(tetrahydrofuran-3-yl)indolin-5-amine dihydrochloride